tert-butyl 2,2-dimethyl-4-(4-piperidyloxy)piperidine-1-carboxylate CC1(N(CCC(C1)OC1CCNCC1)C(=O)OC(C)(C)C)C